ethyl 2-{[(E)-{2-chloro-4-fluoro-5-[3-methyl-2,6-dioxo-4-(trifluoromethyl)-3,6-dihydropyrimidin-1(2H)-yl]benzylidene}amino]oxy}butanoate ClC1=C(\C=N\OC(C(=O)OCC)CC)C=C(C(=C1)F)N1C(N(C(=CC1=O)C(F)(F)F)C)=O